FC(OC1=CC=C(C=C1)C1COC2=C(O1)C=CC=C2)F 2-(4-(difluoromethoxy)phenyl)-2,3-dihydrobenzo[b][1,4]dioxin